ClC1=CC=C(CNC(=O)NC2CC3(C2)CC(C3)S(=O)(=O)C)C=C1 1-(4-chlorobenzyl)-3-(6-(methylsulfonyl)spiro[3.3]hept-2-yl)urea